2-Amino-7-fluoro-4-(5-fluoro-3-((2S,3S)-2-methyl-3-morpholinopyrrolidin-1-yl)-7,9-dihydrofuro[3,4-f]quinazolin-6-yl)thieno[3,2-c]pyridine-3-carbonitrile NC1=C(C=2C(=NC=C(C2S1)F)C=1C2=C(C=3C=NC(=NC3C1F)N1[C@H]([C@H](CC1)N1CCOCC1)C)COC2)C#N